oxazol-2-ylmethyl (1-((3-chloro-4-fluorophenyl)carbamoyl)-2-methyl-2,4,5,6-tetrahydrocyclopenta[c]pyrrol-4-yl)carbamate ClC=1C=C(C=CC1F)NC(=O)C=1N(C=C2C1CCC2NC(OCC=2OC=CN2)=O)C